C(C=C)(=O)OCCCCCCCCCCCCCC[SiH2]C(Cl)Cl acryloxytetradecyldichloromethylsilane